C(C)(=O)N[C@H](C(=O)[O-])C(C)(C)S (R)-2-acetamido-3-mercapto-3-methylbutanoate